COC1=CC=C(C2=C1NC(=N2)NC(=O)N2CCC(CC2)(C)O)C2=CC=CC=C2 4-Hydroxy-4-methyl-piperidine-1-carboxylic acid (7-methoxy-4-phenyl-1H-benzoimidazol-2-yl)-amide